(E)-2-hydroxy-5-((2-(2-((4-(trifluoromethyl)phenyl)amino)pyrimidin-4-yl)phenyl)diazenyl)benzenesulfonic acid OC1=C(C=C(C=C1)\N=N\C1=C(C=CC=C1)C1=NC(=NC=C1)NC1=CC=C(C=C1)C(F)(F)F)S(=O)(=O)O